N1C(=CC=C1)NC1=CC=CC=C1 pyrrolyl-aniline